N-aminoethylthiopropylglycine NCCSCCCNCC(=O)O